C1=CC=CC2=C1C=CCC=C2 7H-BENZO[7]ANNULEN